C(#N)C=1C=C(C=CC1)N1N=C(C=C1C(=O)NC1=C(C=CC(=C1)C(CCC1CC1)(C1=NC=CC=C1)O)F)C(F)(F)F 1-(3-cyanophenyl)-N-(5-(3-cyclopropyl-1-hydroxy-1-(pyridin-2-yl)propyl)-2-fluorophenyl)-3-(trifluoromethyl)-1H-pyrazole-5-carboxamide